C(C)(C)(C)C=1C=C(CN(C(CN(S(=O)(=O)C2=C(C(=C(C(=C2F)F)F)F)F)CC2=C(C=C(C=C2)F)F)=O)C2=C(C=C(C(=O)O)C=C2)OC)C=C(C1)C1CC1 4-(N-(3-(tert-butyl)-5-cyclopropylbenzyl)-2-(N-(2,4-difluorobenzyl)-(2,3,4,5,6-pentafluorophenyl)sulfonamido)acetamido)-3-methoxybenzoic acid